BrC=1C=C(C=CC1OCCN1CCCC1)NC(=O)C1CC1 N-[3-bromo-4-(2-pyrrolidin-1-ylethoxy)phenyl]cyclopropanecarboxamide